3-Amino-6-bromo-5-trifluoromethyl-pyridine-2-carboxylic acid (2-methoxy-ethyl)-amide COCCNC(=O)C1=NC(=C(C=C1N)C(F)(F)F)Br